FC1=CC=C(C=C1)CN(C1=C(C(=NN1C(C(COC)(C)C)=O)C1C(C(NCC1)=O)C)OC)C 4-(5-{[(4-fluorophenyl)methyl](methyl)amino}-4-methoxy-1-(3-methoxy-2,2-dimethylpropanoyl)-1H-pyrazol-3-yl)-3-methylpiperidin-2-one